N-(4-bromo-2,5-difluorophenyl)-5-cyclobutyl-1H-pyrrole-3-sulfonamide BrC1=CC(=C(C=C1F)NS(=O)(=O)C1=CNC(=C1)C1CCC1)F